COC1=CC(=CC2=C1N(N=N2)C)B2OC(C)(C)C(C)(C)O2 7-methoxy-1-methyl-1H-benzo[d][1,2,3]triazole-5-boronic acid pinacol ester